OC1CC(N(C(C1)(C)C)C(CC(=O)O)C(=O)O)(C)C.FC(CC[Si](O[SiH](C)C)(O[SiH](C)C)O[SiH](C)C)(F)F trifluoropropyltris-(dimethylsiloxy)silane 4-hydroxy-2,2,6,6-tetramethylpiperidinesuccinate